C(C=C)NC(=NC1=CC=CC=C1)NC#N N-Allyl-N'-cyano-N''-phenylguanidin